FC(CN1C=NC(=C1C=1C=CC=2N(N1)C(=CN2)C#N)C2=CC=C(C=C2)OC)F 6-(1-(2,2-difluoroethyl)-4-(4-methoxy-phenyl)-1H-imidazol-5-yl)imidazo[1,2-b]pyridazine-3-carbonitrile